(±)-3-(4-Bromophenyl)tetrahydrofuran-3-carbonitrile BrC1=CC=C(C=C1)[C@@]1(COCC1)C#N |r|